C1(CC1)C1=C(CN2CCC(CC2)C=2C=C3CN(C(C3=CC2)=O)C2C(NC(CC2)=O)=O)C=CC=C1 3-(5-(1-(2-cyclopropylbenzyl)piperidin-4-yl)-1-oxoisoindolin-2-yl)piperidine-2,6-dione